IC1=CC(=C2C(C(NC2=C1)=O)=O)C(F)(F)F 6-iodo-4-(trifluoromethyl)indoline-2,3-dione